1-(4-(7-((1-cyclopropyl-3-(tetrahydro-2H-pyran-4-yl)-1H-pyrazol-4-yl)oxy)thieno[3,2-b]pyridin-2-yl)-1H-pyrazol-1-yl)-2-methylpropan-2-ol C1(CC1)N1N=C(C(=C1)OC1=C2C(=NC=C1)C=C(S2)C=2C=NN(C2)CC(C)(O)C)C2CCOCC2